(5aR,6S,6aS)-3-((3-(2-chlorophenyl)-1,1-dimethyl-2,3-dihydro-1H-inden-5-yl)methoxy)-5,5a,6,6a-tetrahydrocyclopropa[4,5]cyclopenta[1,2-c]pyridine-6-carboxylic acid ClC1=C(C=CC=C1)C1CC(C2=CC=C(C=C12)COC1=CC2=C(C=N1)[C@H]1[C@@H](C2)[C@@H]1C(=O)O)(C)C